(S)-N-(5-(2,4-difluorophenoxy)pyrazin-2-yl)-2-(4-((R)-6-hydroxy-5,6,7,8-tetrahydro-[1,2,4]triazolo[1,5-a]pyridine-6-carbonyl)-3,3-dimethylpiperazin-1-yl)propanamide FC1=C(OC=2N=CC(=NC2)NC([C@H](C)N2CC(N(CC2)C(=O)[C@]2(CCC=3N(C2)N=CN3)O)(C)C)=O)C=CC(=C1)F